C(C)OC(=O)C=1C=NC(=CC1)NC1=NC=C(C(=C1)NC1=C(C(=CC=C1)C1=NN(C=N1)C)OC)C(NC)=O ethyl-6-((4-(2-methoxy-3-(1-methyl-1,2,4-triazol-3-yl)anilino)-5-(methylcarbamoyl)-2-pyridyl)amino)pyridine-3-carboxylate